ClC=1C(=CC(=NC1)OC)C1=CC(=NN1)C(=O)N1CCC(CC1)C(=O)NCC1=NN=C2N1C=CC=C2 1-[5-(5-chloro-2-methoxypyridin-4-yl)-1H-pyrazole-3-carbonyl]-N-({[1,2,4]triazolo[4,3-a]pyridin-3-yl}methyl)piperidine-4-carboxamide